NC=1C=C(N)C=CC1 m-AMINOANILINE